C1(CC1)C=1C=NN2C1N=C(C=C2N(C(OC(C)(C)C)=O)CC2=CC=C(C=C2)C2=NC=CC=C2)NCC2CCN(CC2)S(=O)(=O)C tert-butyl (3-cyclopropyl-5-(((1-(methylsulfonyl)piperidin-4-yl)methyl)amino)pyrazolo[1,5-a]pyrimidin-7-yl)(4-(pyridin-2-yl)benzyl)carbamate